BrC=1C(=CC=2C3=C(C(N(C2C1F)C=1C(=NC=NC1C(C)C)C(C)C)=O)NC([C@@H]1N3CCN(C1)C(=O)OC(C)(C)C)=O)Cl tert-butyl (R)-10-bromo-11-chloro-8-(4,6-diisopropylpyrimidin-5-yl)-9-fluoro-5,7-dioxo-1,2,4,4a,5,6,7,8-octahydro-3H-pyrazino[1',2':4,5]pyrazino[2,3-c]quinolin-3-carboxylate